para-anisyl alcohol C(C1=CC=C(C=C1)OC)O